NCOC=1C=C(C(=O)O)C=CC1 3-Aminomethoxybenzoic acid